(S)-2-((2-(2,6-difluoro-4-formylphenyl)-7-methylimidazo[1,2-a]pyridin-3-yl)methyl)morpholine-4-carboxylic acid tert-butyl ester C(C)(C)(C)OC(=O)N1C[C@@H](OCC1)CC1=C(N=C2N1C=CC(=C2)C)C2=C(C=C(C=C2F)C=O)F